(propenyl) ether C(=CC)OC=CC